(S)-3-(((7-(1H-pyrazol-4-yl)-2,3-dihydrofuro[3,2-c]pyridin-4-yl)amino)methyl)-N-(2-hydroxy-1-phenylethyl)benzamide N1N=CC(=C1)C=1C2=C(C(=NC1)NCC=1C=C(C(=O)N[C@H](CO)C3=CC=CC=C3)C=CC1)CCO2